C(CCCCCCCCCCCCCCCCCCCCCCCCCCCCCCCCCCCCCCC)(=O)[O-] tetracontanoate